BrC1=NN(C(=C1)C(=O)NC=1C(=CC=2N(C1C(=O)NCC1CCOCC1)N=CC2)C)C2=NC=CC=C2Cl 6-(3-Bromo-1-(3-chloropyridin-2-yl)-1H-pyrazol-5-carboxamido)-5-methyl-N-((tetrahydro-2H-pyran-4-yl)methyl)pyrazolo[1,5-a]pyridin-7-carboxamid